2-(isopropyl(3-(trifluoromethyl)benzylamino)phenyl)acrylamide C(C)(C)C=1C(=C(C=CC1)C(C(=O)N)=C)NCC1=CC(=CC=C1)C(F)(F)F